ClC1=NC(=NC2=CC=C(C=C12)C1=CC(=CC=2N1C=C(N2)N(C)C)OC)C 5-(4-chloro-2-methyl-quinazolin-6-yl)-7-methoxy-N,N-dimethylimidazo[1,2-a]Pyridine-2-amine